2-((5-fluoro-6-methylpyridin-2-yl)methyl)-6-((1-(tetrahydro-2H-pyran-2-yl)-1H-pyrazol-4-yl)thio)phthalazin-1(2H)-one FC=1C=CC(=NC1C)CN1C(C2=CC=C(C=C2C=N1)SC=1C=NN(C1)C1OCCCC1)=O